ClC=1C=C(C(=C(C1)C1=NC=NN2C1=CC(=C2)CN2C(N(C=CC2=O)C([2H])([2H])[2H])=O)C[C@@H]2CNCCO2)C (R)-3-((4-(5-chloro-3-methyl-2-(morpholin-2-ylmethyl)phenyl)pyrrolo[2,1-f][1,2,4]triazin-6-yl)methyl)-1-(methyl-d3)pyrimidine-2,4(1H,3H)-dione